(2E,4E,6Z)-3,7,11-trimethyl-2,4,6,10-dodecatetraene C\C(=C/C)\C=C\C=C(/CCC=C(C)C)\C